BrC=1C=C2CCCN(C2=CC1C(F)F)C1=NN(C2=C1CN(CC2)C(=O)OC(C)(C)C)C tert-Butyl 3-(6-bromo-7-(difluoromethyl)-3,4-dihydroquinolin-1(2H)-yl)-1-methyl-1,4,6,7-tetrahydro-5H-pyrazolo[4,3-c]pyridine-5-carboxylate